OC1=C(C=C(C=C1)N1N=CC(=C1)C(=O)OCC)[N+](=O)[O-] ethyl 1-(4-hydroxy-3-nitrophenyl)-1H-pyrazole-4-carboxylate